OC1=CC=C2C(C(=C(OC2=C1O)C(F)(F)F)C=1C=NN(C1)C1=CC=CC=C1)=O 7,8-dihydroxy-3-(1-phenyl-1H-pyrazol-4-yl)-2-(trifluoromethyl)-4H-chromen-4-one